COC(=O)[C@@H]1C(CCCC1=C)(C)C.FC1CCN(CC1)C1=C(C=CC(=C1)N1CCN(CC1)C)C1=C(N=C(S1)C=1C=NNC1)C(=O)N |r| (2-(4-fluoropiperidin-1-yl)-4-(4-methylpiperazin-1-yl)phenyl)-2-(1H-pyrazol-4-yl)thiazole-4-carboxamide (+-)-methyl-2,2-dimethyl-6-methylene-1-cyclohexanecarboxylate